(S)-2-(3-(2-(3-methoxyazetidin-1-yl)ethyl)-4,5-Dimethyl-6-oxopyridazin-1(6H)-yl)-4-methylpentanoic acid COC1CN(C1)CCC1=NN(C(C(=C1C)C)=O)[C@H](C(=O)O)CC(C)C